ClC1=CC=CC2=C1N=C(O2)SCC2=CC=C(C=C2)Cl 4-chloro-2-((4-chlorobenzyl)thio)benzo[d]oxazole